COC(=O)C1=NN(C2=NC=NC(=C21)N)C(C)(C)C 4-amino-1-(tert-butyl)-1H-pyrazolo[3,4-d]pyrimidine-3-carboxylic acid methyl ester